NCC=1C=C(C=CC1)C=1C=CC2=C(C(=CO2)COC2=C(C=CC(=C2)CC)CC(=O)OCC)C1 ethyl 2-(2-((5-(3-(aminomethyl)phenyl)benzofuran-3-yl)methoxy)-4-ethylphenyl)acetate